2,3-bis(2,6-dimethyl-4-t-butylphenyl)cycloprop-2-en-1-one CC1=C(C(=CC(=C1)C(C)(C)C)C)C=1C(C1C1=C(C=C(C=C1C)C(C)(C)C)C)=O